NC1=C2N=CN(C2=NC(=N1)Cl)[C@H]1[C@H]([C@@H]([C@H](O1)COC(C(=O)O)(CC1=CC=C(C=C1)C1=C(C=CC=C1)CC(=O)O)C=1N=CSC1)O)F 2-(((2R,3R,4S,5R)-5-(6-amino-2-chloro-9H-purin-9-yl)-4-fluoro-3-hydroxytetrahydrofuran-2-yl)methoxy)-3-(2'-(carboxymethyl)-[1,1'-biphenyl]-4-yl)-2-(thiazol-4-yl)propanoic acid